CN1N=CC=2C1=NC(=CC2N2CC1=C(CC2)N(N=C1C)CC12CCC(CC1)(CC2)NCC(=O)N2CCCCC2)C 2-((4-((5-(1,6-dimethyl-1H-pyrazolo[3,4-b]pyridin-4-yl)-3-methyl-4,5,6,7-tetrahydro-1H-pyrazolo[4,3-c]pyridin-1-yl)methyl)bicyclo[2.2.2]oct-1-yl)amino)-1-(piperidin-1-yl)ethanone